OC[C@H](C1=CC=CC=C1)NC1=NC(=NC=C1C1=NC(=NO1)C12CCN(CC1)CC2)NC2=CC=C1C(=N2)CNC1=O (S)-2-((4-((2-hydroxy-1-phenylethyl)amino)-5-(3-(quinuclidin-4-yl)-1,2,4-oxadiazol-5-yl)pyrimidin-2-yl)amino)-6,7-dihydro-5H-pyrrolo[3,4-b]pyridin-5-one